OC(C)C=1C=CC(=NC1)CCOC1=CC=C(CC2C(NC(S2)=O)=O)C=C1 5-(4-(2-(5-(1-hydroxyethyl)pyridin-2-yl)ethoxy)benzyl)thiazolidine-2,4-dione